Ethyl 5-[6-(ethylamino)-2-fluoropyridin-3-yl]-1-(oxetan-3-yl)pyrazole-4-carboxylate C(C)NC1=CC=C(C(=N1)F)C1=C(C=NN1C1COC1)C(=O)OCC